ClC=1C(=C2C(=NC1)OCO2)I 6-chloro-7-iodo-[1,3]dioxolo[4,5-b]pyridine